1-phenyl-5-(benzenesulfonamido)-1H-pyrazole-4-carboxylic acid phenyl ester C1(=CC=CC=C1)OC(=O)C=1C=NN(C1NS(=O)(=O)C1=CC=CC=C1)C1=CC=CC=C1